ClC=1C(N(C(=CC1[C@@H]1[C@H](C1)C=1C=NC=C(C1)F)C)C1=C(C(=NC=C1C)C=1C(=C(C(=O)O)C=CC1)F)F)=O 3-(3-chloro-3'-fluoro-4-((1S,2S)-2-(5-fluoropyridin-3-yl)cyclopropyl)-5',6-dimethyl-2-oxo-2H-[1,4'-bipyridin]-2'-yl)-2-fluorobenzoic acid